[O-2].[O-2].[V+4] vanadium di-oxide